2-acetamido-4-((2-(2-(2-aminoethoxy)ethoxy)-ethyl)amino)-N-(4-methyl-5-nitrothiazol-2-yl)benzamide C(C)(=O)NC1=C(C(=O)NC=2SC(=C(N2)C)[N+](=O)[O-])C=CC(=C1)NCCOCCOCCN